CC1(C2(CC3CC(CC1C3)C2)C(=O)O)C(=O)O methyladamantanedicarboxylic acid